ClC1=CC2=C(N=C(N=C2)NC2=C(C=C(C=C2)S(=O)(=O)NCCOC2CCC(CC2)N(C(OCC2=CC=CC=C2)=O)C)C)N(C1=O)C1CCCC1 benzyl ((1r,4r)-4-(2-(4-((6-chloro-8-cyclopentyl-7-oxo-7,8-dihydropyrido[2,3-d]pyrimidin-2-yl)amino)-3-methylphenylsulfonamido)ethoxy)cyclohexyl)(methyl)carbamate